(R)-3-(1-(6-(2-((5-Chloro-1-methyl-1H-pyrazol-4-yl)amino)pyrimidin-4-yl)pyridin-2-yl)-1H-1,2,3-triazol-4-yl)-4,4-difluoro-3-hydroxy-1-methylpyrrolidin-2-one ClC1=C(C=NN1C)NC1=NC=CC(=N1)C1=CC=CC(=N1)N1N=NC(=C1)[C@]1(C(N(CC1(F)F)C)=O)O